C1(=CC=CC2=CC=CC=C12)CCO 2-(Naphthalen-1-yl)ethan-1-ol